methyl 5-(2-fluoro-4-(4-(4-methoxybenzyl)-5-oxo-4,5-dihydro-1H-1,2,4-triazol-1-yl) phenoxy)-4-methylthiazole-2-carboxylate FC1=C(OC2=C(N=C(S2)C(=O)OC)C)C=CC(=C1)N1N=CN(C1=O)CC1=CC=C(C=C1)OC